6-(6-chloro-3-methyl-1H-pyrazolo[4,3-c]pyridin-1-yl)-5-methoxypyridin-3-amine ClC1=CC2=C(C=N1)C(=NN2C2=C(C=C(C=N2)N)OC)C